6-propyl-2,4,6,8-tetramethyl-cyclotetrasiloxan C(CC)[Si]1(O[SiH](O[SiH](O[SiH](O1)C)C)C)C